NC(C(=O)OCC(COC(C(CC1=CC=CC=C1)N)=O)(C)COC(C(CC1=CC=CC=C1)N)=O)CC1=CC=CC=C1 [3-(2-amino-3-phenyl-propionyl) oxy-2-[(2-amino-3-phenyl-propionyl) oxymethyl]-2-methyl-propyl] 2-amino-3-phenyl-propionate